1-bromo-4-(thiocyanomethyl)benzene BrC1=CC=C(C=C1)CSC#N